3-acetyl-6-methyl-2-oxo-N-(pyridin-2-yl)-2H-[1,2'-bipyridine]-5-carboxamide C(C)(=O)C=1C(N(C(=C(C1)C(=O)NC1=NC=CC=C1)C)C1=NC=CC=C1)=O